[Bi].[Sm] Samarium bismuth